C(C)(C)N(C(=O)[C@H]1NCSC1)C=1C=C(C=CC1)C (R)-N-isopropyl-N-(m-tolyl)thiazolidine-4-carboxamide